(4-hydroxy-2-methylpyrido[3,4-d]pyrimidin-6-yl)piperidine-1-carboxylic acid tert-butyl ester C(C)(C)(C)OC(=O)N1C(CCCC1)C1=CC2=C(N=C(N=C2O)C)C=N1